N-[(1R,4S)-9-(dichloromethylene)-1,2,3,4-tetrahydro-1,4-methanonaphthalen-5-yl]-3-(difluoro-methyl)-1-methyl-1H-pyrazole-4-carboxamide ClC(=C1[C@@H]2CC[C@H]1C1=C(C=CC=C21)NC(=O)C=2C(=NN(C2)C)C(F)F)Cl